ClC1=C(C=C(C=C1)C(C)(C)C=1N=C(SC1)NC(=O)NCC=1C=NC(=NC1)N1CCNCC1)F 1-(4-(2-(4-chloro-3-fluorophenyl)propan-2-yl)thiazol-2-yl)-3-((2-(piperazin-1-yl)pyrimidin-5-yl)methyl)urea